(Z)- or (E)-1-butyl-2,3-dicyclohexyl-1,3-dimethylguanidine C(CCC)N(C(=NC1CCCCC1)N(C)C1CCCCC1)C